ON1C(NC2=C(C1=O)C=CN=C2)=O 3-hydroxypyrido[3,4-d]pyrimidine-2,4(1H,3H)-dione